F[C@H]1C[C@H](N(C1)C)CN1CCCC2=C1N=NC(=C2)C2=C(C=C(C=C2C)C(F)(F)F)O 2-(8-(((2S,4S)-4-fluoro-1-methylpyrrolidin-2-yl)methyl)-5,6,7,8-tetrahydropyrido[2,3-c]pyridazin-3-yl)-3-methyl-5-(trifluoromethyl)phenol